C(C)N1C2=C([C@@H]([C@@H](C1=O)NC(C1=CC(=CC=C1)C(F)(F)F)=O)C1=CC=C(C=C1)F)C(=NN2C2=CC=CC=C2)CNC N-[(4S,5S)-7-ethyl-4-(4-fluorophenyl)-3-[(methylamino)methyl]-6-oxo-1-phenyl-1H,4H,5H,6H,7H-pyrazolo[3,4-b]pyridin-5-yl]-3-(trifluoromethyl)benzamide